FB(O)O fluoro-boronic acid